Methyl 2-(6-(1,1-difluoroethyl)-1-oxo-spiro[3H-isoquinoline-4,1'-cyclopropane]-2-yl)acetate FC(C)(F)C=1C=C2C(=CC1)C(N(CC21CC1)CC(=O)OC)=O